C(C)OC(=O)C1=CC(=C(C=C1)C=1NC=CC1C(=O)OCC)[N+](=O)[O-] ethyl 2-(4-(ethoxycarbonyl)-2-nitrophenyl)-1H-pyrrole-3-carboxylate